NC=1C(NC2=C3C=CC=NC3=C(C=C2C1C1=C2C=NNC2=C(C=C1)F)OC1CC(C1)(F)F)=O 3-amino-6-(3,3-difluorocyclobutyl)oxy-4-(7-fluoro-1H-indazol-4-yl)-1H-1,7-phenanthrolin-2-one